5-benzyl-4-(4'-bromo-2'-fluoro-2,3,4,5-tetrahydro-[1,1'-biphenyl]-4-yl)-2,6-dimethoxypyrimidine C(C1=CC=CC=C1)C=1C(=NC(=NC1OC)OC)C1CCC(=CC1)C1=C(C=C(C=C1)Br)F